FC1=CC=C2C(=NC(=NC2=C1O)NC(=N)NC1CCN(CC1)C)C 1-(7-fluoro-8-hydroxy-4-methylquinazolin-2-yl)-3-(1-methylpiperidin-4-yl)guanidine